ClC=1C=C2C(=NC(=NC2=C(C1C1=CC=CC2=C1N=C(S2)N)F)N2CC1(C2)CCNC1)N1CCNCC1 4-[6-chloro-2-(2,7-diazaspiro[3.4]octan-2-yl)-8-fluoro-4-piperazin-1-yl-quinazolin-7-yl]-1,3-benzothiazol-2-amine